NC=1N=NC(=CC1C#CC1CCC(CC1)C(=O)O)C1=C(C=CC=C1)O (1R,4R)-4-((3-amino-6-(2-hydroxyphenyl)pyridazin-4-yl)ethynyl)cyclohexane-1-carboxylic acid